C(C)OC(=O)N1CCN(CC1)C1=CC=C(C=C1)NC(C1=CC(=C(C=C1)C)NC1=NC=CC(=N1)C=1C=NC=CC1)=O 4-{4-[4-Methyl-3-(4-pyridin-3-yl-pyrimidin-2-ylamino)-benzoylamino]-phenyl}-piperazine-1-carboxylic acid ethyl ester